FCCNCC(CC1=NC=C(C(N1)=O)O)C1=CC=C(C=C1)C#CC1=CC=2N(C=C1)C=NC2 (3-((2-fluoroethyl)amino)-2-(4-(imidazo[1,5-a]pyridin-7-ylethynyl)phenyl)propyl)-5-hydroxypyrimidin-4(3H)-one